S(=O)(=O)(C1=CC=C(C)C=C1)N[C@@H](CC1=CC=CC=C1)C(=O)O tosyl-phenylalanine